O=C1NC(CC[C@H]1N1CC2=CC=C(C(=C2C1=O)F)CNC(OC1CC(C1)N1N=CC=C1C1CC1)=O)=O (1r,3r)-3-(5-cyclopropyl-1H-pyrazol-1-yl)cyclobutyl ((2-(2,6-dioxopiperidin-3-yl)-4-fluoro-3-oxoisoindolin-5-yl)methyl)carbamate